N,6,6-trimethyl-N-(naphthalene-1-ylmethyl)hept-2-en-4-yn-1-aminium C[NH+](CC=CC#CC(C)(C)C)CC1=CC=CC2=CC=CC=C12